2-Bromo-5-ethyl-[1,2,4]triazolo[1,5-a]pyrimidin-7(4H)-one BrC1=NN2C(NC(=CC2=O)CC)=N1